C(=C)OS(=O)(=O)C1=CC=CC=C1.[Na] sodium vinylbenzenesulphonate